6-chloro-4-[4-(4-fluoro-N-methyl-anilino)-1-piperidinyl]-1-methyl-2-oxo-1,5-naphthyridine-3-carbonitrile ClC=1N=C2C(=C(C(N(C2=CC1)C)=O)C#N)N1CCC(CC1)N(C1=CC=C(C=C1)F)C